2,3-difluoro-4-methyl-5-nitrobenzoic acid FC1=C(C(=O)O)C=C(C(=C1F)C)[N+](=O)[O-]